2'-deoxy-2'-fluoro-4-N-(isobutyryl)cytidine F[C@H]1[C@@H](O[C@@H]([C@H]1O)CO)N1C(=O)N=C(NC(C(C)C)=O)C=C1